di(4-cyano-2-nitrobenzyloxy)dimethylsilane C(#N)C1=CC(=C(CO[Si](C)(C)OCC2=C(C=C(C=C2)C#N)[N+](=O)[O-])C=C1)[N+](=O)[O-]